(2R,3R,4S,5R)-2-(6-chloro-4-((cyclopentyloxy)amino)-1H-pyrazolo[3,4-d]pyrimidin-1-yl)-5-(hydroxymethyl)tetrahydrofuran-3,4-diol ClC1=NC(=C2C(=N1)N(N=C2)[C@@H]2O[C@@H]([C@H]([C@H]2O)O)CO)NOC2CCCC2